CC(C(CN1CCS(CC1)(=O)=O)=O)C 4-(3-methyl-2-oxobutyl)thiomorpholine-1,1-dione